C(CCC)(=O)NC1=NC=CC(=C1)CC=1CCN(CC1)C=1C(=NC(=CC1)C(=O)NC)C 4-((2-butyramidopyridin-4-yl)methyl)-N,2'-dimethyl-3,6-dihydro-2H-[1,3'-bipyridine]-6'-carboxamide